Trans-4-nonanal CCCC(CCCCC)=O